FC=1C=C2CCC(C2=C(C1)F)NCC(=O)N1CC2CCC(C1)N2C2=NC=C(C#N)C=C2 Racemic-6-(3-((5,7-difluoro-2,3-dihydro-1H-inden-1-yl)glycyl)-3,8-diazabicyclo[3.2.1]octan-8-yl)nicotinonitrile